(S)-2-((2-(2-(2-(N-(1-(carboxymethyl)-6-oxo-1,6-dihydropyridin-3-yl)-1-(isoquinolin-4-yl)piperidine-3-carboxamido)ethoxy)ethoxy)ethyl)carbamoyl)benzoic acid C(=O)(O)CN1C=C(C=CC1=O)N(C(=O)[C@@H]1CN(CCC1)C1=CN=CC2=CC=CC=C12)CCOCCOCCNC(=O)C1=C(C(=O)O)C=CC=C1